1-(4-chlorobenzyl)-3-(4-((3-(methylsulfonyl)azetidin-1-yl)methyl)phenyl)urea ClC1=CC=C(CNC(=O)NC2=CC=C(C=C2)CN2CC(C2)S(=O)(=O)C)C=C1